FC=1C=C(C=CC1C1=NN(C(C2=CC=CC=C12)=O)C1=CC=C(C=C1)F)\C=[N+](/C)\[O-] (E)-1-(3-Fluoro-4-(3-(4-fluorophenyl)-4-oxo-3,4-dihydrophthalazin-1-yl)phenyl)-N-methylmethanimine Oxide